(R)-N-(3-(1-((2-amino-5-chloropyridin-3-yl)oxy)ethyl)-phenyl)-3-(cyclopropylsulfonyl)-benzamide NC1=NC=C(C=C1O[C@H](C)C=1C=C(C=CC1)NC(C1=CC(=CC=C1)S(=O)(=O)C1CC1)=O)Cl